CNS(=O)(=O)C=1C=NC(=C(C1)C=1N=CN(C1)C)N[C@@H](C)C1=CC=C(C=C1)C(F)(F)F N-Methyl-5-(1-methylimidazol-4-yl)-6-[[(1S)-1-[4-(trifluoromethyl)phenyl]ethyl]amino]pyridine-3-sulfonamide